acetolactone C1(CO1)=O